O1N(CCC1)C(/C=C/C#N)=O (E)-4-(isoxazolidin-2-yl)-4-oxo-but-2-enenitrile